4-chloro-1-(2-methoxy-4-Methylphenyl)-6-methylphthalazine ClC1=NN=C(C2=CC=C(C=C12)C)C1=C(C=C(C=C1)C)OC